NC1=C2N=CN(C2=NC(=N1)F)C1C(C(C(O1)(C(=O)O)C#C)O[Si](C)(C)C(C)(C)C)([2H])[2H] 5-(6-amino-2-fluoro-purin-9-yl)-3-[tert-butyl-(dimethyl)silyl]Oxy-4,4-dideutero-2-ethynyl-tetrahydrofuran-2-carboxylic acid